COC(=O)CC(C1=CC=C(N\C(\C2=CC=CC=C2)=C\2/C(NC3=CC(=CC=C23)C(N)=O)=O)C=C1)N 3-Z-[1-(4-(methoxycarbonylmethyl-aminomethyl)-anilino)-1-phenyl-methylene]-6-carbamoyl-2-indolinone